O(C(=O)C)CC(CN1CCC2=CC=CC=C12)O 1-[3-(acetoxyl)-2-hydroxypropyl]-indoline